3-(fluoromethyl)benzoic acid FCC=1C=C(C(=O)O)C=CC1